ClC=1N=C(C2=C(N1)C=CN2COCC[Si](C)(C)C)N 2-chloro-5-((2-(trimethylsilyl)ethoxy)methyl)-5H-pyrrolo[3,2-d]pyrimidin-4-amine